((6-(isopropyl(methyl)amino)-2-(6-(5-methyl-5,6,7,8-tetrahydro-[1,2,4]triazolo[4,3-a]pyridin-3-yl)pyridin-2-yl)-1-oxo-2,3-dihydro-1H-pyrrolo[3,4-c]pyridin-4-yl)methyl)(methyl)carbamate C(C)(C)N(C1=CC2=C(C(=N1)COC(NC)=O)CN(C2=O)C2=NC(=CC=C2)C2=NN=C1N2C(CCC1)C)C